3-((6-bromo-2-(2,5-dimethyl-1-(3-morpholinophenyl)-1H-pyrrol-3-yl)-3H-imidazo[4,5-b]pyridine-7-yl)amino)benzenesulfonamide BrC=1C(=C2C(=NC1)NC(=N2)C2=C(N(C(=C2)C)C2=CC(=CC=C2)N2CCOCC2)C)NC=2C=C(C=CC2)S(=O)(=O)N